6-(5-chloro-2-fluorophenyl)-3-{7-oxo-6-oxa-2-azaspiro[3.4]oct-2-yl}pyridazine-4-carboxylic acid tert-butyl ester C(C)(C)(C)OC(=O)C1=C(N=NC(=C1)C1=C(C=CC(=C1)Cl)F)N1CC2(C1)COC(C2)=O